N-([1,1'-Biphenyl]-3-ylmethyl)-4-hydroxy-6-(1H-pyrazol-1-yl)nicotinamide C1(=CC(=CC=C1)CNC(C1=CN=C(C=C1O)N1N=CC=C1)=O)C1=CC=CC=C1